ClC1=CC=C2C(=CNC2=C1OCF)S(=O)(=O)Cl 6-chloro-7-(fluoromethoxy)-1H-indole-3-sulfonyl chloride